C1(CCC1)C1=CC=C(C=C1)NC(=O)N1[C@@H](CCC1)C(=O)NC1=CC=C(C=N1)C=1C=C(C(=O)O)C=CC1 |r| 3-[6-({1-[(4-cyclobutylphenyl)carbamoyl]-DL-prolyl}amino)pyridin-3-yl]benzoic acid